(E)-N-(4-((4-(6-fluoropyridin-2-yl)-4-styrylpiperidin-1-yl)methyl)phenyl)acetamide FC1=CC=CC(=N1)C1(CCN(CC1)CC1=CC=C(C=C1)NC(C)=O)\C=C\C1=CC=CC=C1